N-[4-[(6,7-dimethoxy-1,5-naphthyridin-4-yl)oxy]-3-fluorophenyl]-4-(4-fluorophenyl)-5-methyl-3-oxopyrazine-2-carboxamide COC=1N=C2C(=CC=NC2=CC1OC)OC1=C(C=C(C=C1)NC(=O)C1=NC=C(N(C1=O)C1=CC=C(C=C1)F)C)F